N2-(4-bromophenyl)-N3-(4-chlorobenzyl)quinoxaline-2,3-diamine BrC1=CC=C(C=C1)NC1=NC2=CC=CC=C2N=C1NCC1=CC=C(C=C1)Cl